P1CCCCCCC1 phosphocan